2-(4-cyano-2-cyclopropyl-6-isopropylphenyl)-N-(4-((dimethylamino)methyl)phenylsulfonimidoyl)acetamide C(#N)C1=CC(=C(C(=C1)C(C)C)CC(=O)NS(=O)(=N)C1=CC=C(C=C1)CN(C)C)C1CC1